C1(CC1)N(C(=O)NCC1=NOC(=C1)C1=CC(=CC=C1)CC)[C@H]1CN(CCC1)C1=NC=CC(=N1)O 1-cyclopropyl-3-{[5-(3-ethylphenyl)-1,2-oxazol-3-yl]methyl}-1-[(3R)-1-(4-hydroxypyrimidin-2-yl)piperidin-3-yl]urea